N-(4-(5-bromoindolin-1-yl)-5-chloropyrimidin-2-yl)-6-methoxy-2-methyl-1,2,3,4-tetrahydroisoquinolin-7-amine BrC=1C=C2CCN(C2=CC1)C1=NC(=NC=C1Cl)NC1=C(C=C2CCN(CC2=C1)C)OC